1-(2-isopropylphenyl)-3,3-dimethoxycyclobutane-1-carboxylic acid C(C)(C)C1=C(C=CC=C1)C1(CC(C1)(OC)OC)C(=O)O